CN1CCN(CC1)CC=1C=NC(=NC1)N1CCCCC1 1-(5-((4-methylpiperazin-1-yl)methyl)pyrimidin-2-yl)piperidine